C(C)OP(OCC)(=O)COS(=O)(=O)C1=CC=C(C)C=C1 p-toluenesulfonyloxymethyl-phosphonic acid diethyl ester